CN1C=[N+](C=C1)CCCS(=O)(=O)O 1-methyl-3-(3-sulfopropyl)-1H-imidazol-3-ium